5-acetyl-1-(furan-2-yl)-6-methyl-2-oxo-1,2-dihydropyridine-3-carboxylic acid C(C)(=O)C=1C=C(C(N(C1C)C=1OC=CC1)=O)C(=O)O